3-cyclohexyl-1-(6-(2-(benzoyloxyimino)octanoyl)-9-ethyl-9H-carbazol-3-yl)-propane-1,2-dione-2-(O-benzoyl oxime) C(C1=CC=CC=C1)(=O)ON=C(C(=O)C=1C=CC=2N(C3=CC=C(C=C3C2C1)C(C(CCCCCC)=NOC(C1=CC=CC=C1)=O)=O)CC)CC1CCCCC1